4-(2-Amino-2-methylpropanoyl)-N-(1-(7-(3-aminoazetidin-1-yl)-5,6,7,8-tetrahydronaphthalen-2-yl)-2-oxo-1,2-dihydropyrimidin-4-yl)piperazine-1-carboxamide hydrochloride Cl.NC(C(=O)N1CCN(CC1)C(=O)NC1=NC(N(C=C1)C1=CC=2CC(CCC2C=C1)N1CC(C1)N)=O)(C)C